5-((2S,3R,4S,5R)-3,4-dihydroxy-5-(hydroxymethyl)tetrahydrofuran-2-yl)-1-ethynylpyrimidin-2,4(1H,3H)-dione O[C@H]1[C@@H](O[C@@H]([C@H]1O)CO)C=1C(NC(N(C1)C#C)=O)=O